2-([1,1'-biphenyl]-4-yl)-4,6-bis(2-[9-phenanthryl]pyridin-4-yl)-1,3,5-triazine C1(=CC=C(C=C1)C1=NC(=NC(=N1)C1=CC(=NC=C1)C=1C2=CC=CC=C2C=2C=CC=CC2C1)C1=CC(=NC=C1)C=1C2=CC=CC=C2C=2C=CC=CC2C1)C1=CC=CC=C1